NC1=CC=C(C=C1)CCN1C(OC(C1=O)CC)C=1C(=NN(C1)C1=CC=C(C=C1)Br)C1=CC=C(C=C1)F 3-(4-aminophenylethyl)-2-(1-(4-bromophenyl)-3-(4-fluorophenyl)-1H-pyrazol-4-yl)-5-ethyl-oxazolidin-4-one